C(=O)(O)C1=CC=C(C=C1)C1=C(C(=C(C(=C1C)C1=CC=C(C=C1)C(=O)O)C)C1=CC=C(C=C1)C(=O)O)C 1,3,5-tris(4-carboxyphenyl)-2,4,6-trimethylbenzene